CN(C(=O)[C@H]1CNCC1)C (R)-N,N-dimethylpyrrolidine-3-carboxamide